5-ethynylpyridin-3-yl 3-[4-(2-aminothiazol-4-yl)-1H-1,2,3-triazol-1-yl]-3-deoxy-2-O-methyl-1-thio-alpha-D-galactopyranoside NC=1SC=C(N1)C=1N=NN(C1)[C@@H]1[C@H]([C@@H](SC=2C=NC=C(C2)C#C)O[C@@H]([C@@H]1O)CO)OC